C(C)(C)(C)OC(=O)N1C2CN(CC(C1)C2)C=2C=NC=CC2C2=CC(=C(C=C2)CNC(=O)C2=NOC(=C2)C(C)(C)C)C 3-[4-[4-[[(5-tert-butylisoxazole-3-carbonyl)amino]methyl]-3-methyl-phenyl]-3-pyridinyl]-3,6-diazabicyclo[3.2.1]octane-6-carboxylic acid tert-butyl ester